2-methoxy-4-morpholinosulfonyl-N-prop-2-ynyl-aniline COC1=C(NCC#C)C=CC(=C1)S(=O)(=O)N1CCOCC1